C1(=CC=CC=C1)S(=O)(=O)OCCCCCCCCCCCCCCCCCCC.[Mg] magnesium nonadecyl benzenesulfonate